2-(4-((2-(benzyloxy)benzyl)oxy)phenyl)-5-(4-chlorophenyl)-4-methyl-1H-imidazole C(C1=CC=CC=C1)OC1=C(COC2=CC=C(C=C2)C=2NC(=C(N2)C)C2=CC=C(C=C2)Cl)C=CC=C1